4-(2-(4-aminoazepan-1-yl)-6-(2-fluoro-6-(trifluoromethyl)phenyl)quinazolin-4-yl)-2-fluorobenzonitrile NC1CCN(CCC1)C1=NC2=CC=C(C=C2C(=N1)C1=CC(=C(C#N)C=C1)F)C1=C(C=CC=C1C(F)(F)F)F